NC1=C2C(C(=O)N(C2=O)C(=O)OCC)=CC=C1 3-amino-N-ethoxycarbonylphthalimide